thiomorpholinecarboxylic acid N1(CCSCC1)C(=O)O